FC1=C(C=CC(=C1)F)CN(C(=O)NCC=1C=C2C=C(NC2=CC1)C)C1CCN(CC1)C 1-[(2,4-difluorophenyl)methyl]-3-[(2-methyl-1H-indol-5-yl)methyl]-1-(1-methylpiperidin-4-yl)urea